methyl (αE)-2-[[[2-[(2,4-dichlorophenyl)amino]-6-(trifluoromethyl)-4-pyrimidinyl] oxy]methyl]-α-(methoxymethylene)benzeneacetate ClC1=C(C=CC(=C1)Cl)NC1=NC(=CC(=N1)OCC1=C(C=CC=C1)\C(\C(=O)OC)=C/OC)C(F)(F)F